C(C=C)(=O)OCCC[Si](OC)(OC)OC (3-acryloxypropyl)trimethoxysilane